ClC1=NC=CC(=N1)C1=C(N=C(S1)C12CC(C1)(C2)C(F)(F)F)C=2C(=C(C=CC2)NC(C)=O)F N-(3-(5-(2-chloropyrimidin-4-yl)-2-(3-(trifluoromethyl)-bicyclo[1.1.1]pentan-1-yl)-thiazol-4-yl)-2-fluorophenyl)acetamide